C1(CC1)CNC(C1=CC=C(C=C1)NC1=NC=C(C(=N1)NCC=1C(=NC=CC1)N(S(=O)(=O)C)C)C(F)(F)F)=O N-(cyclopropylmethyl)-4-({4-[({2-[methyl(methylsulfonyl)amino]pyridin-3-yl}methyl)amino]-5-(trifluoromethyl)pyrimidin-2-yl}amino)benzamide